Cl(=O)(=O)(=O)[O-].C(CCCC)[N+](CCCCC)(CCCCC)CCCCC tetrapentyl-ammonium perchlorate